N1=CC=C(C=C1)N1N=CC(=C1)C(CC(=O)O)N1N=CC2=CC(=CC=C12)OCCC1=NC=2NCCCC2C=C1 3-(1-(Pyridin-4-yl)-1H-pyrazol-4-yl)-3-(5-(2-(5,6,7,8-tetrahydro-1,8-naphthyridin-2-yl)ethoxy)-1H-indazol-1-yl)propanoic acid